FC=1C=C2C=CC=C(C2=CC1)O 6-fluoronaphthalen-1-ol